BrC=1N=C(NC1Br)CCOCCOCCOC 4,5-dibromo-{2-[2-(2-methoxyethoxy)ethoxy]ethyl}imidazole